tert-butyl (tert-butoxycarbonyl)(3-(2-(4,4-difluoroazepan-1-yl)-4-methyl-5-(1-methyl-1H-pyrazol-4-yl)nicotinamido)phenylsulfonimidoyl)carbamate C(C)(C)(C)OC(=O)N(C(OC(C)(C)C)=O)S(=O)(=N)C1=CC(=CC=C1)NC(C1=C(N=CC(=C1C)C=1C=NN(C1)C)N1CCC(CCC1)(F)F)=O